6-(4-fluoro-3-isopropyl-5-(6-(1-isopropylpiperidin-4-yl)-2,6-diazaspiro[3.3]hept-2-yl)-1H-pyrrolo[2,3-c]pyridin-2-yl)-8-methoxy-[1,2,4]triazolo[1,5-a]pyridine FC1=C2C(=CN=C1N1CC3(C1)CN(C3)C3CCN(CC3)C(C)C)NC(=C2C(C)C)C=2C=C(C=3N(C2)N=CN3)OC